2,2-Dimethyl-4-(3-methyl-2-oxo-1,3-benzoxazol-6-yl)-N-(4-phenylbutyl)piperidine-1-carboxamide tert-Butyl-2,2-dimethyl-4-(3-methyl-2-oxo-1,3-benzoxazol-6-yl)piperidine-1-carboxylate C(C)(C)(C)OC(=O)N1C(CC(CC1)C1=CC2=C(N(C(O2)=O)C)C=C1)(C)C.CC1(N(CCC(C1)C1=CC2=C(N(C(O2)=O)C)C=C1)C(=O)NCCCCC1=CC=CC=C1)C